C1C(C(=O)N(C1=O)OC(=O)CCCCCCC(=O)ON2C(=O)CC(C2=O)S(=O)(=O)O)S(=O)(=O)O bissulfosuccinimidyl suberate